(R)-8-(4-cyclopropylpiperazin-1-yl)-4-((1-(3-(difluoromethyl)-2-fluorophenyl)ethyl)amino)-6-(1-(fluoromethyl)cyclopropyl)-2-methylpyrido[4,3-d]pyrimidin-7(6H)-one C1(CC1)N1CCN(CC1)C=1C(N(C=C2C1N=C(N=C2N[C@H](C)C2=C(C(=CC=C2)C(F)F)F)C)C2(CC2)CF)=O